1-(2-(3-chlorobenzyl)piperidin-1-yl)-3-(4-(methylsulfonyl)phenoxy)propan-2-ol ClC=1C=C(CC2N(CCCC2)CC(COC2=CC=C(C=C2)S(=O)(=O)C)O)C=CC1